2,5-bis(2-octyldodecyl)pyrrolo[3,4-c]pyrrole-1,4(2H,5H)-dione C(CCCCCCC)C(CN1C(C2=CN(C(C2=C1)=O)CC(CCCCCCCCCC)CCCCCCCC)=O)CCCCCCCCCC